COC1=C(C=CC(=C1)C)C1(CC1)C(=O)OC(C)(C)C tert-butyl 1-(2-methoxy-4-methylphenyl)cyclopropane-1-carboxylate